C(N(CC(=O)[O-])CC(=O)[O-])CN(CC(=O)[O-])CC(=O)[O-].[Na+].[Na+].[Ca+2].COC1=C(C=C2C(=C1)OCCC21CC1)C(NC)=O 7-methoxy-6-(methylcarbamoyl)-2,3-dihydrospiro[chromen-4,1'-cyclopropane] calcium disodium edetate